nonan-8-en-1-yl oleate C(CCCCCCC\C=C/CCCCCCCC)(=O)OCCCCCCCC=C